(3Z)-hex-3-en CC\C=C/CC